Cl.C12CN(CC(CC1)N2)C2=NC(=CC(=N2)NC2=NNC(=C2)C)C 2-(3,8-diazabicyclo[3.2.1]octane-3-yl)-6-methyl-N-(5-methyl-1H-pyrazol-3-yl)pyrimidine-4-amine hydrochloride